5-(benzo[b]thiophen-6-yl)-N-(5-fluoro-1H-indol-3-yl)isoindoline-2-carboxamide S1C2=C(C=C1)C=CC(=C2)C=2C=C1CN(CC1=CC2)C(=O)NC2=CNC1=CC=C(C=C21)F